3-Chloro-4-(((1-methyl-1H-pyrazolo[3,4-d]pyrimidin-4-yl)amino)methyl)-benzenesulfonamide ClC=1C=C(C=CC1CNC1=C2C(=NC=N1)N(N=C2)C)S(=O)(=O)N